N1CC(=CC1)C=1N=C(NC1)C1=NNC2=C(C(=CC=C12)C1=C(C=C(C=C1)O)CC)F 4-(3-(4-(2,5-dihydro-1H-pyrrol-3-yl)-1H-imidazol-2-yl)-7-fluoro-1H-indazol-6-yl)-3-ethylphenol